4'-[(dimethylamino)methyl]-4-ethynyl-7-methylspiro[1,3-benzodioxole-2,1'-cyclohexane]-6-carboxylic acid CN(C)CC1CCC2(CC1)OC1=C(O2)C(=C(C=C1C#C)C(=O)O)C